BrC1=CC(=NN1C)C(=O)OCC ethyl 5-bromo-1-methyl-1H-pyrazole-3-carboxylate